C1(CC1)NC(=O)C=1C(N(C=2N(C1O)N=CC2)CC(C)C)=O N-cyclopropyl-7-hydroxy-4-isobutyl-5-oxo-4,5-dihydropyrazolo[1,5-a]pyrimidine-6-carboxamide